(R)-3-Hydroxy-3-(5-(6-(2-((2-(methoxymethyl)-2H-1,2,3-triazol-4-yl)amino)pyrimidin-4-yl)pyridin-2-yl)isoxazol-3-yl)-1-methylpyrrolidin-2-one O[C@@]1(C(N(CC1)C)=O)C1=NOC(=C1)C1=NC(=CC=C1)C1=NC(=NC=C1)NC1=NN(N=C1)COC